C=CCCCCCCCCCCCCCCCC octadecaneene